ClC=1C=2C(N=C3N(C2C=CC1)C1=CC=C(C=C1C3(C)C)C3CCN(CC3)C3CCC(CC3)C=O)=O 4-(4-(4-chloro-7,7-dimethyl-5-oxo-5,7-dihydroindolo[1,2-a]quinazolin-9-yl)piperidin-1-yl)cyclohexane-1-carbaldehyde